2-Amino-10-ethyldibenzo[b,f][1,4]oxazepin-11(10H)-one NC=1C=CC2=C(C(N(C3=C(O2)C=CC=C3)CC)=O)C1